COC(=O)[C@@H]1C[C@H](CCC1)OC=1C(=NC(=CC1)C=1N=NN(C1CC=1N=NNN1)C)C.CSC1=CC=C(N)C=C1 4-methylthioaniline Methyl-(1S,3S)-3-((6-(5-((2H-tetrazol-5-yl)methyl)-1-methyl-1H-1,2,3-triazol-4-yl)-2-methylpyridin-3-yl)oxy)cyclohexane-1-carboxylate